COC1=CC=C(C=C1)C(OC[C@@H]1[C@H]([C@@H]([C@@H](O1)N1C(NC(C=C1)=O)=O)OC(C)=O)O)(C1=CC=CC=C1)C1=CC=C(C=C1)OC acetic acid (2R,3S,4R,5R)-5-((bis(4-methoxyphenyl) (phenyl) methoxy) methyl)-2-(2,4-dioxo-3,4-dihydropyrimidin-1(2H)-yl)-4-hydroxytetrahydrofuran-3-yl ester